C(C=C)(=O)OC1=CC=C(C(=O)C2=CC=C(C=C2)OC)C=C1 4-acryloxy-4'-methoxybenzophenone